C(C)(C)(C)OC(N[C@H](C(C)C)C(C#C)=O)=O (R)-(2-methyl-4-oxohex-5-yn-3-yl)carbamic acid tert-butyl ester